4,4-thiobis(2-methylphenol) CC1=C(C=CC(=C1)SC2=CC(=C(C=C2)O)C)O